C123CCC(CC1)(CC2)C(=O)OCCCCOC3=O 1,4-butylene 1,4-bicyclo[2.2.2]octanedicarboxylate